pentylenediamine hydrochloride Cl.C(CCCCN)N